C1(CC1)C=1C(=NON1)C(=O)N[C@@H](C1CCC(CC1)(F)F)C=1N=C2N(N=CC(=C2)[C@H](NC(C[C@@H](C(F)(F)F)C)=O)C2CC2)C1 |o1:32| 4-Cyclopropyl-N-((S)-(7-((R)-cyclopropyl((S*)-4,4,4-trifluoro-3-methylbutanamido)methyl)imidazo[1,2-b]pyridazin-2-yl)(4,4-difluorocyclohexyl)methyl)-1,2,5-oxadiazole-3-carboxamide